(9-Fluorenylmeth-oxycarbonyloxy)-succinimid C1=CC=CC=2C3=CC=CC=C3C(C12)COC(=O)OC1C(=O)NC(C1)=O